N,N-dimethyl-n-hexadecylamine CN(C)CCCCCCCCCCCCCCCC